NC(CC(=O)O)C β-Amino-N-Butyric Acid